FC(C(CC)(C(C(C(CC)(F)C(F)(F)F)(F)F)(F)F)F)(F)F 3,6-bistrifluoromethyl-3,4,4,5,5,6-hexafluorooctane